CC/C=C\\C/C=C\\C/C=C\\CC(/C=C/C=C\\CCCC(=O)[O-])O The molecule is a HEPE(1-) that is the conjugate base of 9-HEPE, obtained by deprotonation of the carboxy group; major species at pH 7.3. It is a conjugate base of a 9-HEPE.